germanium N-butoxide [O-]CCCC.[Ge+2].[O-]CCCC